C1(CC1)C(=O)NC=1SC2=C(N1)C=CC(=C2)C=2C=NC(=C(C(=O)N[C@@H](C)C1=C(C=CC=C1)OC(F)(F)F)C2)OC |o1:23| (S or R)-5-(2-(cyclopropanecarboxamido)benzothiazol-6-yl)-2-methoxy-N-(1-(2-(trifluoromethoxy)phenyl)ethyl)nicotinamide